Methyl (E)-4-[3-[3-[2-[[(1R)-1-(1-naphthyl)ethyl]carbamoyl]phenyl]propanoylamino]azetidin-1-yl]-4-oxo-but-2-enoate C1(=CC=CC2=CC=CC=C12)[C@@H](C)NC(=O)C1=C(C=CC=C1)CCC(=O)NC1CN(C1)C(/C=C/C(=O)OC)=O